Ureidoisobutyric acid CC(CNC(=O)N)C(=O)O